C[NH+](CCCCCCCCCC)C.C1(=CC=CC=C1)CC(C(=O)[O-])=O Phenyl-pyruvic acid dimethyldecylammonium salt